4'-(6-fluoro-2-(4-methyl-3-(2H-tetrazol-5-yl)phenoxy)-1H-benzo[d]imidazol-5-yl)-[1,1'-biphenyl]-2-ol FC=1C(=CC2=C(NC(=N2)OC2=CC(=C(C=C2)C)C=2N=NNN2)C1)C1=CC=C(C=C1)C=1C(=CC=CC1)O